(R,E)-2-methyl-N-(1-(2-(2,2,2-trifluoroethoxy)pyridin-4-yl)ethylidene)propane-2-sulfinamide CC(C)(C)[S@@](=O)/N=C(\C)/C1=CC(=NC=C1)OCC(F)(F)F